5-((5-(2-(Dimethylamino)ethoxy)pyrimidin-4-yl)amino)-4-methoxyisoindolin-1-one diformate C(=O)O.C(=O)O.CN(CCOC=1C(=NC=NC1)NC=1C(=C2CNC(C2=CC1)=O)OC)C